NC=1C2=C(C(NN1)=O)N(C=C2C2=CC=C(CNC(C1=C(C=CC(=C1)F)OC(F)F)=O)C=C2)C2CCCC2 N-(4-(4-amino-1-cyclopentyl-7-oxo-6,7-dihydro-1H-pyrrolo[2,3-d]pyridazin-3-yl)benzyl)-2-(difluoromethoxy)-5-fluorobenzamide